N1(CCC12CCNCC2)C2=CC=C(N=N2)C2=C(C=C(C=C2)C=2C=NNC2)O 2-(6-(1,7-diazaspiro-[3.5]nonan-1-yl)pyridazin-3-yl)-5-(1H-pyrazol-4-yl)phenol